O=C1NC(CCC1NC=1C=C(C=CC1)/C=C/CNC(OC(C)(C)C)=O)=O tert-butyl (E)-(3-(3-((2,6-dioxopiperidin-3-yl)amino)phenyl)allyl)carbamate